C(C)(C)(C)[C@H]1N2C(C=3N(C1)N=C(C3Cl)C3=CC=CC=C3)=CC(C(=C2)C(=O)O)=O (R)-6-(tert-butyl)-1-chloro-10-oxo-2-phenyl-5,6-dihydro-10H-pyrazolo[1,5-a]pyrido[2,1-c]pyrazine-9-carboxylic Acid